N,N-dimethylpyrrolidine-3-carboxamide CN(C)C(=O)C1CCNC1